(4-methylbenzyl)-2,6-dihydropyrrolo[3,4-c]pyrazole-5(4H)-carboxylic acid tert-butyl ester C(C)(C)(C)OC(=O)N1CC2=NN(C=C2C1)CC1=CC=C(C=C1)C